(hydroxymethyl)-4-methyl-1,3-oxazole-5-carboxamide OCC=1OC(=C(N1)C)C(=O)N